N-(5-(((2S,4R)-4-([1,2,4]triazolo[1,5-a]pyridin-5-yloxy)-2-methylpyrrolidin-1-yl)methyl)-4-fluorothiazol-2-yl)acetamide N=1C=NN2C1C=CC=C2O[C@@H]2C[C@@H](N(C2)CC2=C(N=C(S2)NC(C)=O)F)C